O=C1N(C(CC1)=O)OC(=O)C=1C=C(C=C(C1)C(=O)ON1C(CCC1=O)=O)C1=NN=C(N=N1)CP(O)(O)=O ((6-(3,5-bis(((2,5-dioxopyrrolidin-1-yl)oxy)carbonyl)phenyl)-1,2,4,5-tetrazin-3-yl)methyl)phosphonic acid